methyl 5-bromo-1-methyl-2-oxo-pyridine-4-carboxylate BrC=1C(=CC(N(C1)C)=O)C(=O)OC